1,2-dimethyl-1H-pyrrolo[2,3-b]pyridine-6-carbonitrile CN1C(=CC=2C1=NC(=CC2)C#N)C